FC=1C=C(C=C(C1F)F)C=1SC=C(N1)COCCCCCCN1C[C@@H]([C@H]([C@@H]([C@H](C1)O)O)O)O (3S,4R,5R,6S)-1-(6-{[2-(3,4,5-trifluorophenyl)-1,3-thiazol-4-yl]methoxy}hexyl)-3,4,5,6-azepanetetrol